CC1=CC=C(N1C1=NC=CC=C1)SC1=NC=CC=C1 2-((5-methyl-1-(pyridin-2-yl)-1H-pyrrol-2-yl)thio)pyridine